5-chloro-2-hydroxy-3-((1-methoxy-3-methyl-1-oxobutan-2-ylimino)-methyl)phenyl 4-meth-ylbenzoate CC1=CC=C(C(=O)OC2=C(C(=CC(=C2)Cl)C=NC(C(=O)OC)C(C)C)O)C=C1